Tert-butyl (S)-4-((4-((4-amino-2-(pent-2-yloxy)imidazo[2,1-f][1,2,4]triazin-7-yl)methyl)piperidin-1-yl)methyl)piperidin-1-carboxylate NC1=NC(=NN2C1=NC=C2CC2CCN(CC2)CC2CCN(CC2)C(=O)OC(C)(C)C)O[C@@H](C)CCC